C1(CC1)C=1C=CC(=NC1)NC1=NC=C(C(=O)NOCC)C(=C1)NC1=C(C=CC=C1)N(S(=O)(=O)C)C 6-((5-cyclopropyl-pyridin-2-yl)amino)-N-ethoxy-4-((2-(N-methyl-methanesulfonamido)-phenyl)amino)nicotinamide